O=C1CC(CN1C=1C=CC=2OCC(N(C2N1)COCC[Si](C)(C)C)=O)NCC#N 2-[[5-Oxo-1-[3-oxo-4-(2-trimethylsilylethoxymethyl)pyrido[3,2-b][1,4]oxazin-6-yl]pyrrolidin-3-yl]amino]acetonitrile